O1CCC(CC1)NC1=NC=C(C=C1)N N2-(tetrahydro-2H-pyran-4-yl)pyridine-2,5-diamine